O1C=NC2=C1C=C(C=C2)\C=C\2/N=C(NC2=O)N[C@H](CO)C2=CC=CC=C2 (4Z)-4-(1,3-Benzoxazol-6-ylmethylene)-2-[[(1S)-2-hydroxy-1-phenyl-ethyl]amino]-1H-imidazol-5-one